ClC=1C=C(C=C(C1)Cl)C1(CC(=NO1)N1CC2=C(C1)C(=C(S2)C(=O)NCC=2SC=CN2)C)C(F)(F)F 5-(5-(3,5-dichlorophenyl)-5-(trifluoromethyl)-4,5-dihydroisoxazol-3-yl)-3-methyl-N-(thiazol-2-ylmethyl)-5,6-dihydro-4H-thieno[2,3-c]pyrrole-2-carboxamide